3-amino-5-mercapto-1,3,4-triazole NN1C=NC(=N1)S